C(C)(C)(C)N1N=NC(=C1)C(=O)NCC1=C(C=C(C=C1)C1=C(C=NC=C1)N1CC(CC1)N(C(OC(C)(C)C)=O)C)C tert-butyl (1-(4-(4-((1-(tert-butyl)-1H-1,2,3-triazole-4-carboxamido)methyl)-3-methylphenyl)pyridin-3-yl)pyrrolidin-3-yl)(methyl)carbamate